2-(1H-Benzotriazole-1-yl)-oxy-1,1,3,3-tetramethyluronium hexafluorophosphate F[P-](F)(F)(F)(F)F.N1(N=NC2=C1C=CC=C2)OOC(=[N+](C)C)N(C)C